FC=1C=CC(=C(N)C1)N1CCN(CC1)C 5-fluoro-2-(4-methylpiperazin-1-yl)aniline